2,2-bis-[4-(4-aminophenoxy)phenyl]propane tert-butyl-2-({4-[(1H-1,2,4-triazol-1-yl)methyl]phenyl}amino)-5H,6H,7H,8H-pyrido[3,4-d]pyrimidine-7-carboxylate C(C)(C)(C)OC(=O)N1CC=2N=C(N=CC2CC1)NC1=CC=C(C=C1)CN1N=CN=C1.NC1=CC=C(OC2=CC=C(C=C2)C(C)(C)C2=CC=C(C=C2)OC2=CC=C(C=C2)N)C=C1